tert-butyl 1-[1-[(3S)-2,6-dioxo-3-piperidyl]indolin-4-yl]piperidine-4-carboxylate O=C1NC(CC[C@@H]1N1CCC2=C(C=CC=C12)N1CCC(CC1)C(=O)OC(C)(C)C)=O